boron trifluoride ethylamine salt C(C)N.B(F)(F)F